4-(5-(5-fluoro-2-methoxypyridin-4-yl)-1H-pyrazole-3-carbonyl)-N-(((1R,3S)-1-imino-2,2-dimethyl-1-oxidotetrahydro-1H-1λ6-thiophen-3-yl)methyl)-4-azaspiro[2.5]octane-7-carboxamide FC=1C(=CC(=NC1)OC)C1=CC(=NN1)C(=O)N1C2(CC2)CC(CC1)C(=O)NC[C@H]1C([S@@](CC1)(=O)=N)(C)C